3-amino-N-[3-[[rac-(1R)-2-(3-carbamimidoylphenyl)-1-thiazol-2-yl-ethyl]sulfamoyl]phenyl]propenamide NC=CC(=O)NC1=CC(=CC=C1)S(N[C@H](CC1=CC(=CC=C1)C(N)=N)C=1SC=CN1)(=O)=O |r|